tert-butyl (S)-2-((tert-butoxycarbonyl)amino)-3-(6-cyano-1H-benzo[d]imidazol-2-yl)propanoate C(C)(C)(C)OC(=O)N[C@H](C(=O)OC(C)(C)C)CC1=NC2=C(N1)C=C(C=C2)C#N